CCCCCC(=O)OC[C@H](COP(=O)(O)OC[C@H](CO)O)OC(=O)CCCCC The molecule is a phosphatidylglycerol 12:0 in which the acyl groups at C-1 and C-2 are both hexanoyl. It is a phosphatidylglycerol 12:0 and a hexanoate ester.